C(C)(C)(C)OC(=O)N1C(CNCCC1)C=1C2=C(N=CN1)NC=C2 (7H-pyrrolo[2,3-d]pyrimidin-4-yl)-1,4-diazacycloheptane-1-carboxylic acid tert-butyl ester